acetic acid-2-oxo-1,3-dioxolan-4-yl ester O=C1OCC(O1)OC(C)=O